9-[4-(trifluoromethoxy)phenyl]-3,4,6,7,8,9-hexahydropyrido[2,1-c][1,2,4]thiadiazine 2,2-dioxide FC(OC1=CC=C(C=C1)C1CCCN2C1=NS(CC2)(=O)=O)(F)F